C(=O)(O)C=1C=C(C=C(C1)C(=O)O)C1=C(C=C(C=C1)C1=CC(=CC(=C1)C(=O)O)C(=O)O)OC 1,4-bis(3,5-dicarboxyphenyl)-2-methoxybenzene